methyl (2R,4R,5R)-5-(4-(tert-butoxy) phenyl)-2-(tert-butyl)-3-formyl-1,3-selenazolidine-4-carboxylate C(C)(C)(C)OC1=CC=C(C=C1)[C@@H]1[C@H](N([C@H]([Se]1)C(C)(C)C)C=O)C(=O)OC